N=1NC(NC1)=O (2H,4H)-1,2,4-triazolone